C1(=CC=CC=C1)[C@H]1OC[C@H]2N1C(CC2)=O (3R,7aS)-3-phenyltetrahydro-3H,5H-pyrrolo[1,2-C]oxazol-5-one